NC1=CC=C(C=C1)C(C(F)(F)F)(C(F)(F)F)O 2-(4-aminophenyl)-1,1,1,3,3,3-hexafluoropropan-2-ol